2-[(6-methoxy-2-methyl-1,2,3,4-tetrahydroisoquinolin-7-yl)amino]-4-({[2-(trifluoromethyl)phenyl]methyl}amino)pyrimidine-5-carboxamide COC=1C=C2CCN(CC2=CC1NC1=NC=C(C(=N1)NCC1=C(C=CC=C1)C(F)(F)F)C(=O)N)C